methyl (R)-2-(5-((6-(((S)-1-(3-(tert-butyl)-5-fluorophenyl)ethyl)carbamoyl)-1,2-dimethyl-1H-indol-3-yl)methyl)-2-chlorophenoxy)propanoate C(C)(C)(C)C=1C=C(C=C(C1)F)[C@H](C)NC(=O)C1=CC=C2C(=C(N(C2=C1)C)C)CC=1C=CC(=C(O[C@@H](C(=O)OC)C)C1)Cl